N-(5-(2-(dimethylamino)ethyl)-1H-imidazol-2-yl)-4-phenylpyrimidin-2-amine CN(CCC1=CN=C(N1)NC1=NC=CC(=N1)C1=CC=CC=C1)C